CNC([C@@H](N)C(C)C)=O N-methyl-L-valinamide